1-(2-CHLOROPYRIDIN-4-YL)-N-(6-ETHYL-1-METHYL-1H-INDAZOL-7-YL)-1H-PYRAZOLE-4-SULFONAMIDE ClC1=NC=CC(=C1)N1N=CC(=C1)S(=O)(=O)NC=1C(=CC=C2C=NN(C12)C)CC